(S)-4-oxo-azetidine-2-carboxylic acid methyl ester COC(=O)[C@H]1NC(C1)=O